ClC1=CC=C(CC2CN(CCC2)C(=O)O)C=C1 3-(4-chlorobenzyl)piperidine-1-carboxylic acid